N1N=NN=C1C1=C(C=CC=C1)C1=NC(=CC(=C1)NC(CC1=CC=C(C=C1)C)=O)N1CCC(CC1)CO N-(2-(2-(1H-tetrazol-5-yl)phenyl)-6-(4-(hydroxymethyl)piperidin-1-yl)pyridin-4-yl)-2-(p-tolyl)acetamide